CC=1C=C(C=CC1F)[C@@H]1CCC=C2CCN([C@@H]12)S(=O)(=O)CC1=CC=CC=C1 (7S,7aS)-7-(3-methyl-4-fluorophenyl)-1-toluenesulfonyl-2,3,5,6,7,7a-hexahydro-1H-indole